C(C)(C)C1=C(C=CC=C1)[C@H]1N(CCC1)C1CC2(C1)CCN(CC2)C2=CC=C(C(=O)NS(=O)(=O)C1=CC(=C(C=C1)NCC1CCC(CC1)(C)OC)[N+](=O)[O-])C=C2 4-(2-((S)-2-(2-isopropylphenyl)pyrrolidin-1-yl)-7-azaspiro[3.5]nonan-7-yl)-N-((4-((((1r,4r)-4-methoxy-4-methylcyclohexyl)methyl)amino)-3-nitrophenyl)sulfonyl)benzamide